bis[2-(diisopropylphosphino)-4-tert-butylphenyl]amine C(C)(C)P(C1=C(C=CC(=C1)C(C)(C)C)NC1=C(C=C(C=C1)C(C)(C)C)P(C(C)C)C(C)C)C(C)C